ClC=1C=C(C(=C(C(=O)NN=C(C2=NC=CC=C2)C2=NC=CC=C2)C1)O)CN(C)C 5-chloro-N'-(bis(pyridin-2-yl)methylene)-3-((dimethylamino)methyl)-2-hydroxybenzohydrazide